tert-butyl 3-(trimethylstannyl)-1H-pyrrolo[2,3-b]pyridine-1-carboxylate C[Sn](C1=CN(C2=NC=CC=C21)C(=O)OC(C)(C)C)(C)C